ClC=1C(=NC=CC1)OC1CCC2(C(NC3=CC=C(C=C23)C(=O)NCC)=O)CC1 cis-4-[(3-chloro-2-pyridyl)oxy]-N-ethyl-2'-oxo-spiro[cyclohexane-1,3'-indoline]-5'-carboxamide